C(C)(C)(C)C1=CC=2C(C3=CC=CC=C3C(C2C=C1)=O)=O 2-(tert-Butyl)anthracene-9,10-dione